Cl.Cl.C(CCC)C1=NC=2C(=C(N=NC2N)OC(C)C)N1CC1=CC(=CC=C1)CNC1CC1 2-butyl-1-(3-((cyclopropylamino)methyl)benzyl)-7-isopropoxy-1H-imidazo[4,5-d]pyridazin-4-amine dihydrochloride salt